C(CCCCCCCCCCCCCC)(=O)OCCCCCCCCCCCCCCCCCCC nonadecyl pentadecylate